BrC=1C=C(C=CC1)C1(OC(C1)C)C1=NN=CN1C 3-[2-(3-Bromophenyl)-4-methyl-oxetan-2-yl]-4-methyl-1,2,4-triazole